2-ethyl hydroxypropionate OC(C(=O)OCC)C